ClC1=C(C(=O)NC2=C3C=NN(C3=CC=C2)C2=CC=C(C=C2)Cl)C=C(C=C1)CNC(=O)C1(CC1)O 2-Chloro-N-[1-(4-chlorophenyl)-1H-indazol-4-yl]-5-({[(1-hydroxycyclopropyl)carbonyl]amino}methyl)benzamide